N1(C=NC=C1)C=1C=C(C(=O)NC2=CC=CC=C2)C=CC1 3-(1H-imidazol-1-yl)-N-phenylbenzamide